CC1(CS(C1)=O)NC(OCC1=CC=CC=C1)=O benzyl ((1r,3r)-3-methyl-1-oxidothietan-3-yl)carbamate